C(CCCCCCCCCCCCCCC)(=O)OCCCCCCCCCCC undecyl hexadecanoate